C(CCCCCCC)OB(OCCCCCCCC)OCCCCCCCC boric acid tri-n-octyl ester